C(C)(C)(C)OC(N[C@H](C(=O)NC1=CC=C(C=C1)C1=C(C=NC=C1)F)C(C1=CC=CC=C1)C1=CC=CC=C1)=O (S)-(1-((4-(3-fluoropyridin-4-yl)phenyl)amino)-1-oxo-3,3-diphenylpropan-2-yl)carbamic acid tert-butyl ester